N-(2-((5-chloro-2-((3-methyl-1H-indazol-5-yl)amino)pyrimidin-4-yl)amino)phenyl)methylsulfonamide ClC=1C(=NC(=NC1)NC=1C=C2C(=NNC2=CC1)C)NC1=C(C=CC=C1)CNS(=O)=O